Cl.C(C)[C@@H]1NCCOC1 3(S)-ethylmorpholine hydrochloride